C(C)(C)(C)OC(=O)N1CCC(CC1)(O)[C@H](C)C1=NC=C(C=C1)Cl 4-[(1R)-1-(5-chloro-2-pyridinyl)ethyl]-4-hydroxy-piperidine-1-carboxylic acid tert-butyl ester